methyl 2-(((tert-butyldimethylsilyl)oxy)methyl)-5-cyclopropylpyrazolo[1,5-a]pyridine-7-carboxylate [Si](C)(C)(C(C)(C)C)OCC1=NN2C(C=C(C=C2C(=O)OC)C2CC2)=C1